N-(4-{[3-bromo-1-(4-methylbenzene-1-sulfonyl)-1H-pyrrolo[2,3-b]pyridin-4-yl]oxy}-3,5-difluorophenyl)-N'-[(3-fluorooxetan-3-yl)methyl]urea BrC1=CN(C2=NC=CC(=C21)OC2=C(C=C(C=C2F)NC(=O)NCC2(COC2)F)F)S(=O)(=O)C2=CC=C(C=C2)C